FC=1C=C2C=CC=NC2=C(C1)NS(=O)(=O)C1=NC=C(C=C1)C N-(6-fluoro-quinolin-8-yl)-5-methyl-pyridine-2-sulfonamide